1,3-Dimethylimidazolium dimethylphosphat COP(=O)(OC)[O-].CN1C=[N+](C=C1)C